C(C)N1C[C@@H](OC2(C1)CCN(CC2)CCC2=NC=CC=C2F)C (S)-4-ethyl-9-(2-(3-fluoropyridin-2-yl)ethyl)-2-methyl-1-oxa-4,9-diazaspiro[5.5]undecane